FC(C(=O)O)(F)F.NC1=NN2C(N=CC=C2)=C1C(=O)NC(C)C=1C=C(C=2N(C1C=1C=NC=CC1)C=NC2C#N)Cl 2-Amino-N-[1-(8-chloro-1-cyano-5-pyridin-3-ylimidazo[1,5-a]pyridin-6-yl)ethyl]pyrazolo[1,5-a]pyrimidine-3-carboxamide trifluoroacetate salt